4-(2,6-difluorobenzyl)-2-(4-((3-fluoro-2-(methyl((tetrahydrofuran-2-yl)methyl)amino)pyridin-4-yl)oxy)phenyl)-2,4-dihydro-3H-1,2,4-triazol-3-one FC1=C(CN2C(N(N=C2)C2=CC=C(C=C2)OC2=C(C(=NC=C2)N(CC2OCCC2)C)F)=O)C(=CC=C1)F